FC1=CC=C(COC2=C(C3=CC=CC=C3C=C2)C=NNC(COC2=CC=CC=C2)=O)C=C1 N'-((2-((4-fluorobenzyl)oxy)naphthalene-1-yl)methylene)-2-phenoxyacethydrazide